ClC=1C(=NC(=NC1)NC1CCOCC1)C1=CC=C2CN(C(C2=C1)=O)CC(=O)N[C@H](C)C1=CC(=CC(=C1)N1CCN(CC1)C)F 2-(6-{5-chloro-2-[(oxan-4-yl)amino]pyrimidin-4-yl}-1-oxo-2,3-dihydro-1H-isoindol-2-yl)-N-[(1R)-1-[3-fluoro-5-(4-methylpiperazin-1-yl)phenyl]ethyl]acetamide